1-ethyl-4-[(1-ethyl-4(1H)-quinolinylidene)methyl]quinolinium bromide [Br-].C(C)[N+]1=CC=C(C2=CC=CC=C12)C=C1C=CN(C2=CC=CC=C12)CC